p-cumylphenoxylethyl acrylate C(C=C)(=O)OCCOC1=CC=C(C=C1)C(C)(C)C1=CC=CC=C1